(S)-N-(3-(3'-chloro-6-methoxy-5-((((5-oxopyrrolidin-2-yl)methyl)amino)methyl)-[2,4'-bipyridin]-2'-yl)-2-methylphenyl)-5-((3-methoxyazetidin-1-yl)methyl)picolinamide ClC=1C(=NC=CC1C1=NC(=C(C=C1)CNC[C@H]1NC(CC1)=O)OC)C=1C(=C(C=CC1)NC(C1=NC=C(C=C1)CN1CC(C1)OC)=O)C